8-fluoro-3-(3-(4-(4-(trifluoro-methyl)phenyl)piperazin-1-yl)propyl)isoquinolin-1(2H)-one FC=1C=CC=C2C=C(NC(C12)=O)CCCN1CCN(CC1)C1=CC=C(C=C1)C(F)(F)F